2-((1S,2R,3R,8S)-4-((S*)-6-(2-chloro-4-fluorophenyl)-5-(methoxycarbonyl)-2-(thiazol-2-yl)-3,6-dihydropyrimidin-4-yl)cuban-1-yl)acetic Acid ClC1=C(C=CC(=C1)F)[C@@H]1C(=C(NC(=N1)C=1SC=CN1)C12C3C4C5(C(C14)C2C53)CC(=O)O)C(=O)OC |o1:8|